CC=1C=NN(C1)C=1C=C(N)C=CC1C(F)(F)F 3-(4-methyl-1H-pyrazol-1-yl)-4-(trifluoromethyl)aniline